NC1CCN(CC1)C=1C(=CC2=C(C(C=3NC4=CC(=CC=C4C3C2=O)C#N)(C)C)C1)CC 8-(4-Amino-piperidine-1-yl)-9-ethyl-6,6-dimethyl-11-oxo-6,11-dihydro-5H-benzo[b]carbazole-3-carbonitrile